C1N(CC12CNC2)C2=C1C=CN=NC1=C(C=C2)C(=O)NC=2C=C(C=1N(C2)C=C(N1)C)F 5-[2,6-diazaspiro[3.3]heptan-2-yl]-N-[8-fluoro-2-methylimidazo[1,2-a]pyridin-6-yl]cinnoline-8-carboxamide